BrC=1C(=NC=CC1C)OC(F)F 3-bromo-2-(difluoromethoxy)-4-methylpyridine